3-((2-fluoro-3-formyl-4-methylphenoxy)methyl)benzoic acid tert-butyl ester C(C)(C)(C)OC(C1=CC(=CC=C1)COC1=C(C(=C(C=C1)C)C=O)F)=O